The molecule is a triterpenoid of the class of onoceranoid-type terpenoids isolated from the twigs of Lansium domesticum. It has a role as a plant metabolite and an antibacterial agent. It is a cyclic terpene ketone, a secondary alcohol, a triterpenoid and a methyl ester. CC1=C([C@@]([C@@H](C[C@H]1O)C(=C)C)(C)CCC(=O)OC)CC[C@H]2C(=C)CC[C@@H]3[C@@]2(CCC(=O)C3(C)C)C